({5-[(2R)-1-[(2S,4R)-4-hydroxy-2-{[(1S)-1-[4-(4-methyl-1,3-thiazol-5-yl)phenyl]ethyl]carbamoyl}pyrrolidin-1-yl]-3-methyl-1-oxobutan-2-yl]-1,2-oxazol-3-yl}oxy)acetic acid O[C@@H]1C[C@H](N(C1)C([C@H](C(C)C)C1=CC(=NO1)OCC(=O)O)=O)C(N[C@@H](C)C1=CC=C(C=C1)C1=C(N=CS1)C)=O